(E)-5-(3-(cyclopropylmethoxy)-4-(difluoromethoxy)styryl)-2,3-dihydro-1H-inden-1-one C1(CC1)COC=1C=C(/C=C/C=2C=C3CCC(C3=CC2)=O)C=CC1OC(F)F